C(=C\C1=CC=CC=C1)/B(O)O (E)-styreneboronic acid